(3-chlorophenyl)-N,N-dimethyl-urea ClC=1C=C(C=CC1)NC(N(C)C)=O